1-({(1-propyl-1H-pyrazol-4-yl)sulfonyl}-3-(pyridin-3-ylmethyl)pyrrolidin-3-yl)-1H-indazole C(CC)N1N=CC(=C1)S(=O)(=O)N1CC(CC1)(CC=1C=NC=CC1)N1N=CC2=CC=CC=C12